1-(1-(3-(Trifluoromethyl)phenyl)ethyl)-1H-indol-5-amine FC(C=1C=C(C=CC1)C(C)N1C=CC2=CC(=CC=C12)N)(F)F